Cl.N[C@@H](C)C1=CC=C(C=C1)NC(=O)NCC1=CC=C(C=C1)Cl (S)-1-(4-(1-aminoethyl)phenyl)-3-(4-chlorobenzyl)urea hydrochloride